2-(5-(2,4-Dichlorophenyl)thiophen-2-yl)-N-(3-(1,1-dioxidothiomorpholino)propyl)acetamid ClC1=C(C=CC(=C1)Cl)C1=CC=C(S1)CC(=O)NCCCN1CCS(CC1)(=O)=O